N-(5-((4-(1-Cyclopropyl-1H-indol-3-yl)-5-(2,4-difluorophenoxy)pyrimidin-2-yl)amino)-4-methoxy-2-((3aR,6aS)-5-methylhexahydropyrrolo[3,4-c]pyrrol-2(1H)-yl)phenyl)acrylamide C1(CC1)N1C=C(C2=CC=CC=C12)C1=NC(=NC=C1OC1=C(C=C(C=C1)F)F)NC=1C(=CC(=C(C1)NC(C=C)=O)N1C[C@@H]2CN(C[C@@H]2C1)C)OC